(2S,4S)-2-((R)-2-(3-fluoro-2-hydroxyphenyl)-4,5-dihydrothiazol-4-yl)-3-methylthiazolidine-4-carboxylic acid FC=1C(=C(C=CC1)C=1SC[C@@H](N1)[C@@H]1SC[C@@H](N1C)C(=O)O)O